NC1=NC=C2N=CN(C2=N1)[C@H]1C=C[C@H](C1)CO[P@](=O)(OC1=CC=CC=C1)N[C@@H](C)C(=O)OC(C)C Isopropyl ((S)-(((1S,4R)-4-(2-amino-9H-purin-9-yl)cyclopent-2-en-1-yl)methoxy)(phenoxy)phosphoryl)-L-alaninate